6-butyl-3,3-dimethyl-2,3-dihydro-1H-pyrrolo[3,2-b]Pyridine C(CCC)C=1C=C2C(=NC1)C(CN2)(C)C